N1(N=CC2=CC=CC=C12)C=1C=CC(=NC1)N[C@@H]1C[C@H](CC1)NC=1N=NC(=CN1)C (1S,3S)-N1-(5-(1H-Indazol-1-yl)pyridin-2-yl)-N3-(6-methyl-1,2,4-triazin-3-yl)cyclopentane-1,3-diamine